ClC1C(N2[C@H](CC[C@@H]2CC1)C1=CC=C(C=C1)F)=O (3R,8aR)-6-chloro-3-(4-fluorophenyl)hexahydroindolizin-5(1H)one